ClC=1C=C(C=CC1C(=O)N1CCN(CC1)C(=O)C1CCNCC1)NC(=O)C=1N(C(=CN1)C=1C(=NN(C1)C1=CC(=NC=C1)Cl)C(F)(F)F)C N-[3-chloro-4-[4-(piperidine-4-carbonyl)piperazine-1-carbonyl]phenyl]-5-[1-(2-chloropyridin-4-yl)-3-(trifluoromethyl)pyrazol-4-yl]-1-methylimidazole-2-carboxamide